(7-(8-oxa-3-azabicyclo[3.2.1]oct-3-yl)-3-bromo-1-methyl-1H-pyrazolo[4,3-b]pyridin-5-yl)-8-oxa-3-azabicyclo[3.2.1]octane C12CN(CC(CC1)O2)C2=C1C(=NC(=C2)C23CNCC(CC2)O3)C(=NN1C)Br